(2-aminopyridin-4-yl)-6-fluoro-7-((1R,3R,5R)-3-(((3-fluoro-6-methoxy-pyridin-2-yl)oxy)methyl)-2-azabicyclo[3.1.0]hexan-2-yl)-4-oxo-1,4-dihydro-quinoline-3-carboxylic acid NC1=NC=CC(=C1)N1C=C(C(C2=CC(=C(C=C12)N1[C@@H]2C[C@@H]2C[C@@H]1COC1=NC(=CC=C1F)OC)F)=O)C(=O)O